N1=CC=CC2=CC=CC(=C12)C(=O)[O-].[Cu+2].N1=CC=CC2=CC=CC(=C12)C(=O)[O-] copper 8-quinolinoate